tert-Butyl (E)-3-(3-((methylthio)((3,4,5-trifluorobenzyl)amino)methylene)ureido)isonicotinate CS\C(=N\C(NC1=C(C(=O)OC(C)(C)C)C=CN=C1)=O)\NCC1=CC(=C(C(=C1)F)F)F